OC1CCN(CC1)C(=O)OC(C)(C)C tert-butyl (4-hydroxypiperidin-1-yl)carboxylate